2-[3-[[(3R)-1-ethyl-3-piperidyl]amino]-5-methyl-1,2,4-triazin-6-yl]-3-fluoro-5-(trifluoromethyl)phenol C(C)N1C[C@@H](CCC1)NC=1N=NC(=C(N1)C)C1=C(C=C(C=C1F)C(F)(F)F)O